2,5-dibromo[1,2,5]thiadiazolo[3,4-b]dithieno[2,3-f:3',2'-h]quinoxaline BrC1=CC=2C3=C(C4=NC=5C(N=C4C2S1)=NSN5)SC(=C3)Br